C1(=CC(=CC=C1)CON)CON O,O'-(m-phenylenedimethylene)dihydroxylamine